ClC=1C=C(C=CC1C(F)(F)F)NC(=O)N1C2CCC1CC=1N=C(N=CC12)F (±)-N-(3-chloro-4-(trifluoromethyl)phenyl)-2-fluoro-6,7,8,9-tetrahydro-5H-5,8-epimino-cyclohepta[d]pyrimidine-10-carboxamide